5-((2-(3-((4-((4-(3-(5-(tert-Butyl)-2-methoxy-3-(methylsulfonamido)phenyl)ureido)naphthalin-1-yl)oxy)pyridin-2-yl)amino)-5-methoxyphenoxy)ethoxy)methyl)thiophen C(C)(C)(C)C=1C=C(C(=C(C1)NC(NC1=CC=C(C2=CC=CC=C12)OC1=CC(=NC=C1)NC=1C=C(OCCOCC2=CC=CS2)C=C(C1)OC)=O)OC)NS(=O)(=O)C